O[C@@H](C(C)=O)C (R)-3-Hydroxy-2-butanon